4-((cis)-2,6-dimethylmorpholino)-N-((2-(6-((cis)-2,6-dimethylmorpholino)pyridin-2-yl)-1,6-naphthyridin-7-yl)methyl)-3-(methylsulfonyl)benzamide C[C@@H]1O[C@@H](CN(C1)C1=C(C=C(C(=O)NCC2=NC=C3C=CC(=NC3=C2)C2=NC(=CC=C2)N2C[C@@H](O[C@@H](C2)C)C)C=C1)S(=O)(=O)C)C